NC1=C(C(=CC=C1OC)C)C1=C2C(=NC(=C1C#N)N1CC3(CN(C3)C(=O)OC(C)(C)C)CC1)CC(OC2)(C)C tert-butyl 6-(4-(2-amino-3-methoxy-6-methylphenyl)-3-cyano-7,7-dimethyl-7,8-dihydro-5H-pyrano[4,3-b]pyridin-2-yl)-2,6-diazaspiro[3.4]octane-2-carboxylate